N-(5-(3,5-difluorobenzyl)-1H-indol-3-yl)-4-(4-methylpiperazin-1-yl)-2-(2,2,2-trifluoro-N-(tetrahydro-2H-pyran-4-yl)acetamido)benzamide FC=1C=C(CC=2C=C3C(=CNC3=CC2)NC(C2=C(C=C(C=C2)N2CCN(CC2)C)N(C(C(F)(F)F)=O)C2CCOCC2)=O)C=C(C1)F